FC=1C=C(C=C(C1)F)C(C)OC=1C=C2C(=NNC2=CC1)C1=NC2=C(N1)CN(C2)CC2CNCCC2 5-(1-(3,5-Difluorophenyl)ethoxy)-3-(5-(Piperidin-3-ylmethyl)-1,4,5,6-Tetrahydropyrrolo[3,4-d]imidazol-2-yl)-1H-Indazol